(R)-4-((1R,3s,5S,6R)-6-(1-isopropyl-3-(2-(trifluoromethyl)pyrimidin-5-yl)-1H-pyrazol-5-yl)bicyclo[3.1.0]hexane-3-yl)-3-methylmorpholine C(C)(C)N1N=C(C=C1C1[C@H]2CC(C[C@@H]12)N1[C@@H](COCC1)C)C=1C=NC(=NC1)C(F)(F)F